N,N-bis(trimethoxysilyl)aminopropylmethyldiethylsilane CO[Si](N([Si](OC)(OC)OC)CCC[Si](CC)(CC)C)(OC)OC